ClC=1N=CN2C1C(=CC(=C2N2CCNS(CC2)(=O)=O)C(C)=O)Cl 1-[1,8-Dichloro-5-(1,1-dioxido-1,2,5-thiadiazepan-5-yl)imidazo[1,5-a]pyridin-6-yl]ethanone